FC1=CC=C(CN2C=C(C(C3=CC=CC=C23)=O)C2=NN=NN2)C=C1 (4-fluorobenzyl)-3-(1H-tetrazol-5-yl)quinolin-4(1H)-one